OC(COC=1C=C(C=2N(C1)N=CC2C#N)C=2C=NC(=CC2)N2CC1N(C(C2)C1)S(=O)(=O)CC(C)(C)C)(C)C 6-(2-hydroxy-2-methylpropoxy)-4-(6-(6-(neopentylsulfonyl)-3,6-diazabicyclo[3.1.1]heptan-3-yl)pyridin-3-yl)pyrazolo[1,5-a]pyridine-3-carbonitrile